FC(C1=CC=C(C=C1)N1N=C(C=C1C(C)C)N1CCN(CC1)C(=O)OC(C)(C)C)F tert-butyl 4-[1-[4-(difluoromethyl)phenyl]-5-isopropyl-pyrazol-3-yl]piperazine-1-carboxylate